C(C)(C)(C)OC(=O)N[C@@H]1C(NC2=C(SC1)C=CC(=N2)C(=O)OC)=O methyl (3R)-3-(tert-butoxycarbonylamino)-4-oxo-3,5-dihydro-2H-pyrido[3,2-b][1,4]thiazepine-7-carboxylate